CN1C2=C(C=3C=CC(=CC13)OC1=NC=CC3=C1C=NN3C3OCCCC3)C=NN(C2=O)CC2=NC(=CC=C2)C 5-methyl-3-((6-methylpyridin-2-yl)methyl)-7-((1-(tetrahydro-2H-pyran-2-yl)-1H-pyrazolo[4,3-c]pyridin-4-yl)oxy)-3,5-dihydro-4H-pyridazino[4,5-b]indol-4-one